BrC=1C(=NN(N1)COCC[Si](C)(C)C)C(=O)OC methyl 5-bromo-2-((2-(trimethylsilyl) ethoxy) methyl)-2H-1,2,3-triazole-4-carboxylate